ClC1=C(C#N)C=C(C=C1O)Cl 2,5-Dichloro-3-hydroxybenzonitrile